2-amino-6-borono-2-(2-(3-hydroxyazetidin-1-yl)ethyl)hexanoic acid NC(C(=O)O)(CCCCB(O)O)CCN1CC(C1)O